hydroxy-phenylimidazole OC=1N=C(NC1)C1=CC=CC=C1